FC=1C=CC(=C(C1)C(C(=O)O)N1C=NC2=C(C1=O)N=C(C=C2)C2=CC=C(C=C2)C2CCN(CC2)C)OCOC 2-(5-fluoro-2-(methoxymethoxy)phenyl)-2-(6-(4-(1-methylpiperidin-4-yl)phenyl)-4-oxopyrido[3,2-d]pyrimidin-3{4H}-yl)acetic acid